neodymium (2-ethylhexyl)((2-ethylhexyl)phosphonic acid) C(C)C(CC(C(CCCC)CC)P(O)(O)=O)CCCC.[Nd]